COC(C1=C(C(=NC(=C1)C1=CC(=CC(=C1)Cl)Cl)Cl)F)=O 2-chloro-6-(3,5-dichlorophenyl)-3-fluoroisonicotinic acid methyl ester